3-((4-(2-ethoxyethoxy)phenyl)(hydroxy)methyl)-5,7-dimethylisobenzofuran C(C)OCCOC1=CC=C(C=C1)C(C=1OC=C2C(=CC(=CC12)C)C)O